CC=1N(C(=C2C(N(N=CC21)C2=NC=CC=C2)=O)C)C2=C1CCN(C1=CC=C2)C 5,7-Dimethyl-6-(1-methylindolin-4-yl)-2-(pyridin-2-yl)-2,6-dihydro-1H-pyrrolo[3,4-d]pyridazin-1-one